CN(C)CC1N(C(C2=CC(=CC=C2C12CC2)CN2C(=NC=C2)NC)=O)C(C)C2=NC=C(C(=C2)OC)F ((dimethyl-amino)methyl)-2'-(1-(5-fluoro-4-methoxypyridine-2-yl)ethyl)-7'-((2-(methylamino)-1H-imidazol-1-yl)meth-yl)-2',3'-dihydro-1'H-spiro[cyclopropan-1,4'-isoquinoline]-1'-one